C(C)OCOC1=CC(=C(C=C1)OC)F 4-(ethoxymethoxy)-2-fluoro-1-methoxybenzene